BrC=1C=C(C=C2C=C(NC12)C1=CCCN(C1)C(=O)OCCCC)C(N(C)C)=O butyl 5-[7-bromo-5-(dimethylcarbamoyl)-1H-indol-2-yl]-3,6-dihydro-2H-pyridine-1-carboxylate